NC=1NC(C=2N(C(N(C2N1)[C@@H]1O[C@@H](C[C@H]1O)CO)=O)CC=1SC=CC1)=O 2-amino-9-((2R,3R,5S)-3-hydroxy-5-(hydroxymethyl)tetrahydrofuran-2-yl)-7-(thiophen-2-ylmethyl)-7,9-dihydro-1H-purine-6,8-dione